C(=O)(O)C1=CC=CC(=N1)CNCCNCCNCC1=NC(=CC=C1)C(=O)O N,N''-bis(6-carboxy-2-pyridylmethyl)-diethylenetriamine